tert-butyl 3-bromo-1H-benzo[g]indole-1-carboxylate BrC1=CN(C2=C3C(=CC=C12)C=CC=C3)C(=O)OC(C)(C)C